C1OCC12CN(CC2)C2=CC=1C(N=C2)=NNC1 5-{2-oxa-6-azaspiro[3.4]octan-6-yl}-2H-pyrazolo[3,4-b]pyridin